(3R,5R)-5-fluoro-1-methyl-piperidin-3-amine dihydrochloride Cl.Cl.F[C@@H]1C[C@H](CN(C1)C)N